ClC=1C=C(C=CC1Cl)C1=C(N=C(S1)N)CCC(C)C 5-(3,4-dichlorophenyl)-4-isopentylthiazol-2-amine